Cl.NC1C(CCC1)C1=CC=C(C=C1)C=1C=2C3=C(C(NC2C(=CC1O)C)=O)SC=N3 9-(4-(2-aminocyclopentyl)phenyl)-8-hydroxy-6-methylthiazolo[5,4-c]quinolin-4(5H)-one hydrochloride